(S)-2-(3-cyclopropyl-1-methyl-7-oxo-1,7-dihydro-6H-pyrazolo[3,4-d]pyridazin-6-yl)-N-(1-(2-fluoro-4-methylphenyl)ethyl)acetamide C1(CC1)C1=NN(C=2C(N(N=CC21)CC(=O)N[C@@H](C)C2=C(C=C(C=C2)C)F)=O)C